FC1(CCN(CC1)C(=O)C=1C=C2C(=NC1)N(C=C2)C=2C=NC(=NC2)C(=O)N=CN(C)C)F 5-(5-(4,4-difluoropiperidine-1-carbonyl)-1H-pyrrolo[2,3-b]pyridin-1-yl)-N-((dimethylamino)methylene)pyrimidine-2-carboxamide